FC1=CC(=C(C=C1)C1=CC=C(C=C1)F)[N+](=O)[O-] 4-fluoro-1-(4-fluorophenyl)-2-nitro-benzene